N-[6-(7-methyl-spiro[2H-benzofuran-3,1'-cyclopropane]-4-yl)oxy-3-pyridinyl]-3-nitro-pyridin-2-amine CC1=CC=C(C2=C1OCC21CC1)OC1=CC=C(C=N1)NC1=NC=CC=C1[N+](=O)[O-]